6-phenyl-2,3-dimethoxy-6H-indeno[1,2-c]isoquinoline C1(=CC=CC=C1)N1C=C2C=C(C(=CC2=C2C1=C1C=CC=CC1=C2)OC)OC